(E)-but-2-en-2-ylmagnesium bromide C/C(=C\C)/[Mg]Br